C(C)N(C1=C(C=CC(=C1)NCC1=CC=C(C=C1)C(F)(F)F)NC(CC(C)(C)C)=O)CC N-(2-(Diethylamino)-4-((4-(trifluoromethyl)benzyl)amino)phenyl)-3,3-dimethylbutanamid